C[C@@H]1N(C[C@@H](C1)OC1=CC=CC2=CN(N=C12)C)CC1=CN=C(S1)NC(C)=O N-(5-(((2S,4R)-2-methyl-4-((2-methyl-2H-indazol-7-yl)oxy)pyrrolidin-1-yl)methyl)thiazol-2-yl)acetamide